ethyl (S)-8-oxo-7-(3-oxobutyl)-1,4-dioxaspiro[4.5]decane-7-carboxylate O=C1[C@](CC2(OCCO2)CC1)(C(=O)OCC)CCC(C)=O